tert-butyl (2S)-2-((1-cyano-2-(4-(4-cyanophenyl)bicyclo[2.2.2]octan-1-yl)ethyl)carbamoyl)-1,4-oxazepane-4-carboxylate C(#N)C(CC12CCC(CC1)(CC2)C2=CC=C(C=C2)C#N)NC(=O)[C@H]2OCCCN(C2)C(=O)OC(C)(C)C